1-(1H-imidazol-1-ylmethyl)-1,3-dihydro-2H-indol-2-one N1(C=NC=C1)CN1C(CC2=CC=CC=C12)=O